N-(6-(6-(hydroxymethyl)-1H-indol-5-yl)imidazo[1,2-a]pyridin-2-yl)cyclopropanecarboxamide OCC1=C(C=C2C=CNC2=C1)C=1C=CC=2N(C1)C=C(N2)NC(=O)C2CC2